2-[[(2S)-5-oxopyrrolidin-2-yl]methyl]-isoindoline-1,3-dione O=C1CC[C@H](N1)CN1C(C2=CC=CC=C2C1=O)=O